CN1C(=NC=2C1=NC=CC2)C2=C(C(=C(C(=C2C2=NC=1C(=NC=CC1)N2C)C2=CC=CC=C2)C2=NC=1C(=NC=CC1)N2C)C2=CC=C(C=C2)N2C1=CC=CC=C1OC=1C=CC=CC21)C2=CC=CC=C2 10-(3',4',6'-tris(3-methyl-3H-imidazo[4,5-b]pyridin-2-yl)-5'-phenyl-[1,1':2',1''-terphenyl]-4-yl)-10H-phenoxazine